4-ETHYNYL-PICOLINAMIDE C(#C)C1=CC(=NC=C1)C(=O)N